ClC1=CC=C(C=C1)NS(=O)(=O)C1=CC=C(C=C1)NS(=O)(=O)C1=CC(=C(C=C1)OC)F N-(4-(N-(4-chlorophenyl)sulfamoyl)phenyl)-3-fluoro-4-methoxybenzenesulfonamide